7,1-bis(4-(diphenylamino)phenyl)-2,3-dicyanopyrazinophenanthrene C1(=CC=CC=C1)N(C1=CC=C(C=C1)C=1C=CC=2C3=C(C4=CC=CC=C4C2C1)N(C(C(=N3)C#N)C#N)C3=CC=C(C=C3)N(C3=CC=CC=C3)C3=CC=CC=C3)C3=CC=CC=C3